1-hydroxy-2-propyl acrylate C(C=C)(=O)OC(CO)C